3-cyanopropanoate C(#N)CCC(=O)[O-]